tert-Butyl (2-((6-chloro-3,5-dicyano-4-ethylpyridin-2-yl)(methyl)amino)ethyl)carbamate ClC1=C(C(=C(C(=N1)N(CCNC(OC(C)(C)C)=O)C)C#N)CC)C#N